[Br-].BrCCCCN1CC=CC=C1 1-(4-bromobutyl)pyridine bromide